BrC#CCC(C1=C(C=CC(=C1)F)F)N1N=CC2=CC=CC=C12 1-(4-bromo-1-(2,5-difluorophenyl)but-3-yn-1-yl)-1H-indazole